2-amino-3-(2-chloro-5-pyrimidinyl)-5-bromopyrazine NC1=NC=C(N=C1C=1C=NC(=NC1)Cl)Br